COC=1C=C(C=CC1)C1=NN(C=C1)C1=C2C(=NC=C1)NC=C2 4-[3-(3-methoxyphenyl)-1H-pyrazol-1-yl]-1H-pyrrolo[2,3-b]pyridine